5-chloro-N-(3-cyano-2,6-diisopropylphenylcarbamoyl)-4-(2-hydroxypropan-2-yl)thiophene-2-sulfonamide ClC1=C(C=C(S1)S(=O)(=O)NC(NC1=C(C(=CC=C1C(C)C)C#N)C(C)C)=O)C(C)(C)O